4-[6-tert-butoxy-4-[(3R)-3-methylmorpholin-4-yl]-2-pyridinyl]-N,N-dimethyl-3-(trifluoromethyl)piperazine-1-sulfonamide C(C)(C)(C)OC1=CC(=CC(=N1)N1C(CN(CC1)S(=O)(=O)N(C)C)C(F)(F)F)N1[C@@H](COCC1)C